CCCCC/C=C\\C/C=C\\C/C=C\\C/C=C\\C/C=C\\CCCCCCCCCCCCC(=O)SCCNC(=O)CCNC(=O)[C@@H](C(C)(C)COP(=O)([O-])OP(=O)([O-])OC[C@@H]1[C@H]([C@H]([C@@H](O1)N2C=NC3=C(N=CN=C32)N)O)OP(=O)([O-])[O-])O The molecule is a polyunsaturated fatty acyl-CoA(4-) resulting from the deprotonation of the phosphate and diphosphate groups of (14Z,17Z,20Z,23Z,26Z)-dotriacontapentaenoyl-CoA. It is a conjugate base of a (14Z,17Z,20Z,23Z,26Z)-dotriacontapentaenoyl-CoA.